Ethyl-n-butoxymagnesium C(C)[Mg]OCCCC